2-[2-[[(3R)-1-(2-Hydroxyethyl)-3-piperidyl]amino]oxazolo[4,5-b]pyridin-5-yl]-3-methyl-5-(trifluoromethyl)phenol OCCN1C[C@@H](CCC1)NC=1OC=2C(=NC(=CC2)C2=C(C=C(C=C2C)C(F)(F)F)O)N1